zinc sulfoalaninate S(=O)(=O)(O)N[C@@H](C)C(=O)[O-].[Zn+2].S(=O)(=O)(O)N[C@@H](C)C(=O)[O-]